1-Methyl-2-imidazolethiol CN1C(=NC=C1)S